O=CCCCC(=O)O 5-keto-valeric acid